OC[C@H](C[C@H]1C(NCCC1)=O)NC([C@H](CC1=CC=CC=C1)NC([C@H](CC1=CC=CC2=CC=CC=C12)NC(OCC1=CC=CC=C1)=O)=O)=O Benzyl ((S)-1-(((S)-1-(((S)-1-hydroxy-3-((S)-2-oxopiperidin-3-yl)propan-2-yl)amino)-1-oxo-3-phenylpropan-2-yl)amino)-3-(naphthalen-1-yl)-1-oxopropan-2-yl)carbamate